CC(CCC)C1=CC=C(OC2=C(N=NN2)C(=O)O)C=C1 5-(4-(pentan-2-yl)phenoxy)-1H-1,2,3-triazole-4-carboxylic acid